2,5-dimethyl-2,5-bis(1,1-dimethylethylperoxy)hexane ((1-(tert-butoxycarbonyl)-3-methoxyazetidin-3-yl)ethynyl)-3,6-dihydropyridine-1(2H)-carboxylate C(C)(C)(C)OC(=O)N1CC(C1)(OC)C#COC(=O)N1CCC=CC1.CC(C)(CCC(C)(OOC(C)(C)C)C)OOC(C)(C)C